N[C@H](COC1=NOC(=C1C1=CC=2N(C=C1)N=C(C2)NC(=O)C2CC2)C)C2=CC=CC=C2 N-[5-[3-[(2S)-2-amino-2-phenyl-ethoxy]-5-methyl-isoxazol-4-yl]pyrazolo[1,5-a]pyridin-2-yl]cyclopropanecarboxamide